ClC1=CC=C(C(=N1)C(=O)O)NC(C)C=1C=C(C=C2C(N(C(=NC12)N1CC2=CC=C(C=C2C1)F)C)=O)C 6-chloro-3-[1-[2-(5-fluoro-1,3-dihydroisoindol-2-yl)-3,6-dimethyl-4-oxoquinazolin-8-yl]ethylamino]pyridine-2-carboxylic acid